C12CN(CCC2C1)C(=O)[O-] 3-azabicyclo[4.1.0]heptane-3-carboxylate